ONC(=O)C1=CC=C(CNC(=O)C2=NC3=CC=CC=C3C(=C2)OCCC2=CC=CC=C2)C=C1 N-(4-(hydroxycarbamoyl)benzyl)-4-phenethoxyquinoline-2-carboxamide